Dibenzylzirconium [2',2'''-([2,2'-bithiazole]-4,4'-diyl)bis(3-(9H-carbazol-9-yl)-5-methyl-[1,1'-biphenyl]-2-olate)] S1C(=NC(=C1)C1=C(C=CC=C1)C=1C(=C(C=C(C1)C)N1C2=CC=CC=C2C=2C=CC=CC12)[O-])C=1SC=C(N1)C1=C(C=CC=C1)C=1C(=C(C=C(C1)C)N1C2=CC=CC=C2C=2C=CC=CC12)[O-].C(C1=CC=CC=C1)[Zr+2]CC1=CC=CC=C1